5-fluorobicyclo[4.2.0]octa-1(6),2,4-trien FC1=CC=CC=2CCC12